2-ethoxymethyl-3-ethoxypyrazine C(C)OCC1=NC=CN=C1OCC